isopropyl 2-[1-allyl-6-[(1R)-1-(hex-5-enylsulfonylamino)ethyl]pyrrolo[2,3-b]pyridin-2-yl]-7-methoxy-1-methyl-benzimidazole-5-carboxylate C(C=C)N1C(=CC=2C1=NC(=CC2)[C@@H](C)NS(=O)(=O)CCCCC=C)C2=NC1=C(N2C)C(=CC(=C1)C(=O)OC(C)C)OC